N[C@H](C(=O)O)CC1=CC=C(C=C1)C1=NOC(=N1)C (S)-2-amino-3-(4-(5-methyl-1,2,4-oxadiazol-3-yl)phenyl)propanoic acid